Tert-butylimino-tris(methylethylamino)tantalum C(C)(C)(C)N=[Ta](N(C)CC)(N(C)CC)N(CC)C